2,3-dimethyl-diaminopropyl-cyclohexylamine CC1C(CCCC1C)NCCC(N)N